1-(3-Fluoropyridin-2-yl)-7-methoxy-3-methyl-8-(1-methyl-1H-pyrazol-4-yl)-1,3-dihydroimidazo[4,5-c]-quinolin-2-one FC=1C(=NC=CC1)N1C(N(C=2C=NC=3C=C(C(=CC3C21)C=2C=NN(C2)C)OC)C)=O